O[C@@H]1CN(C[C@H]1O)C(=O)OC(C)(C)C tert-butyl (3R,4R)-3,4-dihydroxypyrrolidine-1-carboxylate